{2-[(4-bromophenyl)amino]-5-(trifluoromethyl)pyrimidin-4-ylamino}-N-methylbenzamide BrC1=CC=C(C=C1)NC1=NC=C(C(=N1)NC1=C(C(=O)NC)C=CC=C1)C(F)(F)F